tert-butyl (2-hydroxy-3-(3-(prop-2-yn-1-yl)ureido)propyl)(1-((R)-1-(naphthalen-1-yl)ethyl)piperidin-4-yl)carbamate OC(CN(C(OC(C)(C)C)=O)C1CCN(CC1)[C@H](C)C1=CC=CC2=CC=CC=C12)CNC(=O)NCC#C